[Si](C)(C)(C(C)(C)C)OC=1C(=C(C(=O)OC)C=CC1)C methyl 3-(tert-butyl dimethylsilyloxy)-2-methylbenzoate